C(CC)S(=O)(=O)C=1C=C(C(=O)N)C=CC1 3-(propylsulfonyl)benzamide